5-bromo-1-(4-fluoro-5-hydroxyphenyl)-1H-indazole BrC=1C=C2C=NN(C2=CC1)C1=CC=C(C(=C1)O)F